methylsulfonyl-N1-(2-{[(4-isothiocyanatophenyl)thiocarbamoyl]amino}ethyl)-L-isoleucine amide tetrakis(trifluoroacetic acid) salt FC(C(=O)O)(F)F.FC(C(=O)O)(F)F.FC(C(=O)O)(F)F.FC(C(=O)O)(F)F.CS(=O)(=O)N[C@@H]([C@@H](C)CC)C(=O)NCCNC(NC1=CC=C(C=C1)N=C=S)=S